OC1(C2=C(OCC3=C1C=CC=C3)C=CC(=C2)CC(=O)[O-])CCCN(C)C 11-hydroxy-11-(3'-dimethylaminopropyl)-6,11-dihydrodibenzo[b,e]oxepin-2-acetate